(S)-2-(6-(5-chloro-2-((4-(methylsulfonyl)-4,5,6,7-tetrahydro-1H-pyrazolo[4,3-b]pyridin-7-yl)amino)pyrimidin-4-yl)-4-fluoro-1-isopropyl-1H-benzo[d]imidazol-2-yl)propan-2-ol ClC=1C(=NC(=NC1)N[C@@H]1C2=C(N(CC1)S(=O)(=O)C)C=NN2)C=2C=C(C1=C(N(C(=N1)C(C)(C)O)C(C)C)C2)F